FC(C(=O)O)(F)F.[C@H]12CNC[C@@H]2C1C(CC)=O 1-[(1R,5S,6r)-3-azabicyclo[3.1.0]hex-6-yl]propan-1-one trifluoroacetic acid salt